(S)-N-(1-amino-3-hydroxy-1-oxopropan-2-yl)-2-methyl-5-((1-methyl-1H-imidazol-2-yl)methoxy)benzofuran-3-carboxamide NC([C@H](CO)NC(=O)C1=C(OC2=C1C=C(C=C2)OCC=2N(C=CN2)C)C)=O